N-tert-butyl-4-[[2-(3-chlorophenyl)acetyl]amino]pyridine-2-carboxamide C(C)(C)(C)NC(=O)C1=NC=CC(=C1)NC(CC1=CC(=CC=C1)Cl)=O